1-methyl-6,7-dihydro-4H-spiro[benzo[c]thiophene-5,2'-[1,3]dioxolane] CC=1SC=C2C1CCC1(OCCO1)C2